CN1C(N(C=2C1=CC=1C(=NN=CC1C2)C)C)=O 1,3,8-trimethyl-imidazo[4,5-g]phthalazin-2-one